COC=1C=C(CN(C2=CC=C(C=C2)COCCOCC2=CC(=CC=C2)OC)CC2=CC(=CC=C2)N2CCOCC2)C=CC1 N-(3-methoxybenzyl)-4-((2-(3-methoxybenzyloxy)ethoxy)methyl)-N-(3-morpholinobenzyl)aniline